(Z)-2-chloro-4-(2-ethoxyvinyl)-1-methyl-6-oxo-1,6-dihydropyridine-3-carboxylic acid methyl ester COC(=O)C1=C(N(C(C=C1\C=C/OCC)=O)C)Cl